CC=1C=C(C=CC1OC1=CC=2N(C=C1)N=CN2)NC=2C1=C(N=CN2)C=CC(=N1)N[C@H]1CN(CCC1)C(C=C)=O 1-[(3R)-3-({4-[(3-methyl-4-{[1,2,4]triazolo[1,5-a]pyridin-7-yloxy}phenyl)amino]pyrido[3,2-d]pyrimidin-6-yl}amino)piperidin-1-yl]prop-2-en-1-one